C(CCC)OC1=C(C(=O)P(C(C2=C(C=CC=C2OCCCC)OCCCC)=O)=O)C(=CC=C1)OCCCC bis(2,6-dibutoxybenzoyl)phosphine oxide